NC=1C(=NC(=CC1)Br)C(=O)O 3-Amino-6-bromopyridinecarboxylic acid